CN1[C@@H]([C@H](CC1=O)C(=O)NCCCCOCCCCCCCCOCCCCC(=O)OCC1=CC=CC=C1)C=1C=NC=CC1 benzyl 5-((8-(4-((2S,3S)-1-methyl-5-oxo-2-(pyridin-3-yl) pyrrolidine-3-carboxamido)butoxy)octyl)oxy)pentanoate